FC(C(=O)[O-])(F)F.[Cu+] copper (I) (trifluoroacetate)